[Cu].[Li].[Cu] copper-lithium-copper